C1(CC1)S(=O)(=O)C1(CC1)CN1C(C2=C(CC1)C(=NN2C)/C(/N)=N/O)=O (Z)-6-((1-(cyclopropylsulfonyl)cyclopropyl)methyl)-N'-hydroxy-1-methyl-7-oxo-4,5,6,7-tetrahydro-1H-pyrazolo[3,4-c]pyridine-3-carboximidamid